7-(4-morpholinylphenyl)-N-(3-(4-methylpiperazin-1-yl)phenyl)quinazolin-2-amine N1(CCOCC1)C1=CC=C(C=C1)C1=CC=C2C=NC(=NC2=C1)NC1=CC(=CC=C1)N1CCN(CC1)C